COC=1C=CC2=C(N(C(C(N2C)=O)=O)C2CCN(CC2)C(C2=CC=C(C=C2)OC(F)(F)F)=O)N1 6-methoxy-1-methyl-4-(1-(4-(trifluoromethoxy)benzoyl)piperidin-4-yl)-1,4-dihydropyrido[2,3-b]pyrazine-2,3-dione